OC=1C=C(C2=C(N(C(N2C2CC(C2)(C)O)=O)COCC[Si](C)(C)C)C1)C(F)(F)F 6-hydroxy-3-[(cis)-3-hydroxy-3-methylcyclobutyl]-4-(trifluoromethyl)-1-{[2-(trimethylsilyl)ethoxy]methyl}-2,3-dihydro-1H-1,3-benzodiazol-2-one